ClC1=C(C=CC=C1)N1C=2N(C3=C(C1=O)C=NC(=N3)NC3=CC=C(C=C3)NCCN3CCOCC3)C=CN2 6-(2-chlorophenyl)-2-[(4-{[2-(morpholin-4-yl)ethyl]amino}phenyl)amino]imidazo[1,2-a]pyrimido[5,4-e]pyrimidin-5(6H)-one